C1N(CC12CCC2)CC=2NC1=CC(=CC=C1C2)CN2N=NC(=C2)C2=C1C=NNC1=CC=C2 4-(1-{[2-({2-azaspiro[3.3]heptan-2-yl}methyl)-1H-indol-6-yl]methyl}-1H-1,2,3-triazol-4-yl)-1H-indazole